Tert-butyl 5-(4-(3-(ethoxycarbonyl)-6-(4-(trifluoromethyl) phenyl) naphthalen-1-yl) phenyl)-5-hydroxyazacyclooctane-1-carboxylate C(C)OC(=O)C=1C=C(C2=CC=C(C=C2C1)C1=CC=C(C=C1)C(F)(F)F)C1=CC=C(C=C1)C1(CCCN(CCC1)C(=O)OC(C)(C)C)O